C(C1=CC=CC=C1)(=O)C1=CC=C(S1)C(C(=O)O)C 2-(5-benzoylthiophen-2-yl)propionic acid